1-(4-(4-(2-amino-4-(difluoromethyl)pyrimidin-5-yl)-6-morpholino-1,3,5-triazin-2-yl)piperazin-1-yl)-8-methylnon-7-ene-1,6-dione NC1=NC=C(C(=N1)C(F)F)C1=NC(=NC(=N1)N1CCOCC1)N1CCN(CC1)C(CCCCC(C=C(C)C)=O)=O